BrC=1C=2C=3N(C(=NC2C=CC1)N[C@@H]1C(NCCNC1)=O)N=C(N3)C3=CC(=CC=C3)F (6S)-6-{[10-bromo-2-(3-fluorophenyl)[1,2,4]triazolo[1,5-c]quinazolin-5-yl]amino}-1,4-diazepan-5-one